CN1N=C(C=C1C1=CN=C2C=CC(=NC2=C1)C=1C(=NNC1)C1=NC(=CC=C1)C)C 7-(2,5-dimethylpyrazol-3-yl)-2-[3-(6-methyl-2-pyridyl)-1H-pyrazol-4-yl]-1,5-naphthyridine